C(CCCCCCC\C=C/CCCCCCCC)(=O)OCCOCCOC diethylene glycol monomethyl ether oleate